N1(CCC(CC1)CN1CCN(CC1)C=1C=C2CN(C(C2=CC1)=O)[C@@H]1C(NC(CC1)=O)=O)C1CCNCC1 (S)-3-(5-(4-([1,4'-bipiperidin]-4-ylmethyl)piperazin-1-yl)-1-oxoisoindolin-2-yl)piperidine-2,6-dione